C(C1=CC=CC=C1)(=O)ON1[Se]C2=C(C1=O)C(=CC=C2)C methyl-(3-oxo-1,2-benzoselenazol-2-yl) benzoate